azaazabenzoselenophene [Se]1N=NC2=C1C=CC=C2